ClC1=C(C(=O)NC)C=CC(=C1)NC1=NC=C(C(=N1)N[C@H](CO)C1=CC=CC=C1)C=1OC(=NN1)C 2-chloro-4-[[4-[[(1S)-2-hydroxy-1-phenyl-ethyl]amino]-5-(5-methyl-1,3,4-oxadiazol-2-yl)pyrimidin-2-yl]amino]-N-methyl-benzamide